FC1=C2C=CN(C2=C(C=C1)C(=O)NC1CC2(C1)CC(C2)C(NS(=O)(=O)C)=O)CC2=CC=C(C=C2)OC(F)(F)F (Sa)-4-Fluoro-N-(6-((methylsulfonyl)carbamoyl)spiro[3.3]heptan-2-yl)-1-(4-(trifluoro-methoxy)benzyl)-1H-indol-7-carboxamid